CN1C(=NC2=C(C=C(C=C2C1=O)C)C(C)NC1=NN(C=C1)S(=O)(=O)C)N1CCOCC1 3,6-dimethyl-8-[1-[(1-methylsulfonylpyrazol-3-yl)amino]ethyl]-2-morpholino-quinazolin-4-one